BrC=1C=C(C(=NC1)Cl)C1=NSC(O1)=O 5-(5-bromo-2-chloropyridin-3-yl)-1,3,4-oxathiazol-2-one